di(dichloro-undecanoyl) peroxide ClC(CCCCCCCCCC(=O)OOC(CCCCCCCCCC(Cl)Cl)=O)Cl